C[NH+](CCCCCCCCCCCCCC)CCCCCCCCCCCCCC methylbis(tetradecyl)-ammonium